6-bromohexylcarbamic acid tert-butyl ester C(C)(C)(C)OC(NCCCCCCBr)=O